C(C)OC(=O)C1=C(N(C(=CC1=O)CC(=O)OCC)CC)C1=CC(=C(C=C1)Cl)Cl 2-(3,4-dichlorophenyl)-6-(2-ethoxy-2-oxo-ethyl)-1-ethyl-4-oxo-pyridine-3-carboxylic acid ethyl ester